racemic-(1S*,3R*,4S*)-7-oxabicyclo[2.2.1]heptan-2-amine [C@@H]12C(C[C@H](CC1)O2)N |r|